CC1=NC(=CC(=C1)C=1NC2=CC=C(C=C2C1C(C)C)C1CCN(CC1)C(CN1CCN(CC1)CCO)=O)C 1-(4-(2-(2,6-dimethylpyridin-4-yl)-3-isopropyl-1H-indol-5-yl)piperidin-1-yl)-2-(4-(2-hydroxyethyl)piperazin-1-yl)ethan-1-one